CC1=CC=C(C=C1)S(=O)(=O)OC1=CC(=C(C(=C1C(=O)N1CC2=CC=C(C=C2C1)NC)OC)C)OS(=O)(=O)C1=CC=C(C=C1)C 5-methoxy-4-methyl-6-(5-(methylamino)isoindoline-2-carbonyl)-1,3-phenylene bis(4-methylbenzenesulfonate)